2-Propylhexanol C(CC)C(CO)CCCC